S-2-(4-(2-(3,5-dimethoxybenzamido)propan-2-yl)-1H-1,2,3-triazol-1-yl)ethyl ethanethioate C(C)(SCCN1N=NC(=C1)C(C)(C)NC(C1=CC(=CC(=C1)OC)OC)=O)=O